CN1N=C(C(=C1)C=1C=CC=2N(C1)N=CC2C#N)C 6-(1,3-dimethyl-1H-pyrazol-4-yl)pyrazolo[1,5-a]pyridine-3-carbonitrile